pentaerythritol tetra(ethyl hexanoate) C(C)C(C(=O)OCC(COC(C(CCCC)CC)=O)(COC(C(CCCC)CC)=O)COC(C(CCCC)CC)=O)CCCC